N-(3-methoxybenzyl)-4-((2-(3-methoxybenzyloxy)ethoxy)methyl)-N-(4-(4-methylpiperazin-1-yl)benzyl)aniline COC=1C=C(CN(C2=CC=C(C=C2)COCCOCC2=CC(=CC=C2)OC)CC2=CC=C(C=C2)N2CCN(CC2)C)C=CC1